3'-(4,4,5,5-tetramethyl-1,3,2-dioxaborolan-2-yl)-[1,1'-biphenyl] CC1(OB(OC1(C)C)C=1C=C(C=CC1)C1=CC=CC=C1)C